N-(4-methoxy-7-(tetrahydro-2H-pyran-4-yl)thiazolo[4,5-c]pyridin-2-yl)benzamide COC1=NC=C(C2=C1N=C(S2)NC(C2=CC=CC=C2)=O)C2CCOCC2